BrC=1C(=CC=C2C(=CNC12)C1=C(C=CC(=C1)Cl)C(F)(F)F)C#N 7-bromo-3-(5-chloro-2-(trifluoromethyl)phenyl)-1H-indole-6-carbonitrile